(1R,3S)-3-(3-((5-((S)-1-hydroxyethyl)pyrazin-2-yl)amino)-1H-pyrazol-5-yl)cyclopentyl (1-methylcyclopropyl)carbamate CC1(CC1)NC(O[C@H]1C[C@H](CC1)C1=CC(=NN1)NC1=NC=C(N=C1)[C@H](C)O)=O